CC(C)O[NH-] 2-propoxyamide